9-anthrylamine C1=CC=CC2=CC3=CC=CC=C3C(=C12)N